C(C1=CC=CC=C1)OC(=O)N1CCC(CC1)C=1C=C2C(=C(NC2=CC1)C=1C(=C(C=2N(C1)N=CN2)C)C)C(C)C 4-(2-(7,8-dimethyl-[1,2,4]triazolo[1,5-a]pyridin-6-yl)-3-isopropyl-1H-indol-5-yl)piperidine-1-carboxylic acid benzyl ester